N-(4-fluorobenzyl)-6',7'-dihydrospiro[cyclopentane-1,5'-pyrazolo[1,5-a]pyrrolo[3,4-d]pyrimidine]-8'-amine FC1=CC=C(CNC2=C3C(=NC=4N2N=CC4)C4(NC3)CCCC4)C=C1